N-isopropyl-3H-imidazole C(C)(C)N1CNC=C1